5-fluoro-N-(4-fluorophenethyl)-N-(prop-2-yn-1-yl)benzo[d]thiazol-2-amine FC=1C=CC2=C(N=C(S2)N(CC#C)CCC2=CC=C(C=C2)F)C1